BrC1=CC2=C(N(CCNC2=O)C)C=C1 7-bromo-1-methyl-1,2,3,4-tetrahydro-5H-benzo[e][1,4]diazepin-5-one